N-(3-chloro-4-(6-cyano-5-fluoropyridin-2-yl)phenyl)-3-(trifluoromethyl)benzenesulfonamide ClC=1C=C(C=CC1C1=NC(=C(C=C1)F)C#N)NS(=O)(=O)C1=CC(=CC=C1)C(F)(F)F